NC1=CC(=C(C=C1OC)N1CCC(CC1)CN1CCC2(CCCN(C2)C=2C=C3C(N(C(C3=CC2F)=O)C2C(NC(CC2)=O)=O)=O)CC1)C=1C=NN(C1)C 5-(9-((1-(4-amino-5-methoxy-2-(1-methyl-1H-pyrazol-4-yl)phenyl)piperidin-4-yl)methyl)-2,9-diazaspiro[5.5]undecan-2-yl)-2-(2,6-dioxopiperidin-3-yl)-6-fluoroisoindoline-1,3-dione